methyl 1-((8-hydroxy-3-methoxy-1,5-naphthyridin-2-yl)oxy)cyclopropane-1-carboxylate OC=1C=CN=C2C=C(C(=NC12)OC1(CC1)C(=O)OC)OC